C(C)(C)(C)OC=1C=C(C=C(C1)Cl)C1=CC(=NC=C1)NC(C)=O N-[4-(3-tert-butoxy-5-chloro-phenyl)-2-pyridinyl]Acetamide